FC1=C(C=CC(=C1F)OC)B(O)O 2,3-difluoro-4-methoxyphenylboronic acid